6-((4-((2-Cyclopropyl-4-phenyloxazol-5-yl)oxy)pyridin-2-yl)amino)nicotinic acid C1(CC1)C=1OC(=C(N1)C1=CC=CC=C1)OC1=CC(=NC=C1)NC1=NC=C(C(=O)O)C=C1